C1(=CC=CC=C1)NC1=CC=C(C=C1)NC1=CC=CC=C1 N,N'-diphenyl-p-phenylendiamine